(2-hydroxy-4-methoxyphenyl)(trans-5-(4-methylpent-3-en-1-yl)-1,2,3,6-tetrahydro-[1,1'-biphenyl]-2-yl)methanone OC1=C(C=CC(=C1)OC)C(=O)[C@H]1[C@@H](CC(=CC1)CCC=C(C)C)C1=CC=CC=C1